C1=CC=CC=2C3=CC=CC=C3C(C12)COC(=O)N[C@@H](CC(=O)OCC1=CC=CC=C1)C(=O)OC(C)(C)C 4-benzyl 1-(tert-butyl) (((9H-fluoren-9-yl)methoxy)carbonyl)-L-aspartate